NC(CN1CC(C1)OC1=C(C=2O[B-]([C@H]3C[C@H]3C2C=C1)(O)O)C(=O)[O-])(CO)CO (2R,4S)-9-{1-[2-amino-3-hydroxy-2-(hydroxymethyl)propyl]azetidin-3-yl}oxy-5,5-dihydroxy-6-oxa-5-boranuidatricyclo[5.4.0.02,4]undeca-1(7),8,10-triene-8-carboxylate